FC1=C(C=C(C=C1)N1C(C=2N([C@H](C1)C)N=CC2C=2C=CC=1N(C2)C(=CN1)I)=O)C (7S)-5-(4-fluoro-3-methylphenyl)-3-(3-iodoimidazo[1,2-a]pyridin-6-yl)-7-methyl-6,7-dihydropyrazolo[1,5-a]pyrazin-4(5H)-one